C(C)(C)N1N=C(C=C1)C(F)(F)F 1-isopropyl-3-(trifluoromethyl)-1H-pyrazole